C1(=CC=CC=C1)/C(=N\NC(C1=CC=CC=C1)=O)/C1=CC=NC=C1 (E)-N'-(phenyl(pyridin-4-yl)methylene)benzohydrazide